N-(1-(6-bromopyridazin-3-yl)piperidin-4-yl)-N-methoxy-O-methylhydroxylamine BrC1=CC=C(N=N1)N1CCC(CC1)N(OC)OC